5-chloro-6-(difluoromethoxy)-N-((2-methylpyrazolo[1,5-b]pyridazin-3-yl)methyl)nicotinamide ClC=1C(=NC=C(C(=O)NCC=2C(=NN3N=CC=CC32)C)C1)OC(F)F